C(C(C)C)[C@H]1[C@@H](C[C@H]2N(CCC3=CC(=C(C=C23)OC)OC)C1)OC([C@H](C(C)C)N)=O (S)-2-amino-3-methyl-butyric acid (2r,3r,11br)-3-isobutyl-9,10-dimethoxy-1,3,4,6,7,11b-hexahydro-2H-pyrido[2,1-a]isoquinolin-2-yl ester